sulfydryl-tin S[Sn]